(4,5,6,7-tetrahydro-[1,2,3]triazolo[1,5-a]pyridin-3-yl)methanol N1=NC(=C2N1CCCC2)CO